C(C1=CC=CC=C1)OC(N[C@@H](CC(C)C)C(NN(CC1C(NCC1)=O)C(CCl)=O)=O)=O N-[(1S)-1-[[(2-chloroacetyl)-[(2-oxo-pyrrolidin-3-yl)methyl]amino]carbamoyl]-3-methyl-butyl]carbamic acid benzyl ester